6-fluoro-N-(4-(hydroxymethyl)tetrahydro-2H-pyran-4-yl)-2-methyl-5-((4-methylthiazol-5-yl)-methoxy)benzofuran-3-carboxamide FC1=CC2=C(C(=C(O2)C)C(=O)NC2(CCOCC2)CO)C=C1OCC1=C(N=CS1)C